(E)-N-(4-(1-(6-(4-(5-((2-(2,6-dioxopiperidin-3-yl)-1-oxoisoindolin-4-yl)oxy)pentanoyl)piperazin-1-yl)nicotinoyl)piperidin-4-yl)butyl)-3-(pyridin-3-yl)acrylamide O=C1NC(CCC1N1C(C2=CC=CC(=C2C1)OCCCCC(=O)N1CCN(CC1)C1=NC=C(C(=O)N2CCC(CC2)CCCCNC(\C=C\C=2C=NC=CC2)=O)C=C1)=O)=O